(S)-4-chloro-2-((3-(2-(4-chlorophenyl)-2-hydroxyethyl)-1,2,4-oxadiazol-5-yl)methyl)-5-(2-hydroxyethyl)pyridazin-3(2H)-one ClC=1C(N(N=CC1CCO)CC1=NC(=NO1)C[C@H](O)C1=CC=C(C=C1)Cl)=O